COC1=C2C=CN3C2=C(C2=C[C@H](CN([C@@H]2C3)C)C)C=C1 (7aS,10R)-3-methoxy-8,10-dimethyl-7a,8,9,10-tetrahydro-7H-indolo[7,1-fg][1,7]naphthyridine